6-methyl-3-[5-(trifluoromethyl)pyrimidin-2-yl]pyridine-2-carboxylic acid CC1=CC=C(C(=N1)C(=O)O)C1=NC=C(C=N1)C(F)(F)F